NC([C@H](C[C@H]1C(NCCC1)=O)NC([C@H](CC1CC1)NC(=O)C=1NC2=CC(=CC(=C2C1)OC)Cl)=O)=O N-[(1S)-2-[[(1S)-2-amino-2-oxo-1-[[(3S)-2-oxo-3-piperidyl]methyl]ethyl]amino]-1-(cyclopropylmethyl)-2-oxo-ethyl]-6-chloro-4-methoxy-1H-indole-2-carboxamide